5-Methyl-N4-(1-(1,1-dimethylethylsulfonyl)indolin-6-yl)-N2-[4-(4-methylpiperazin-1-yl)phenyl]pyrimidine-2,4-diamine CC=1C(=NC(=NC1)NC1=CC=C(C=C1)N1CCN(CC1)C)NC1=CC=C2CCN(C2=C1)S(=O)(=O)C(C)(C)C